3-amino-2,6-dibromopyridin-4-ol NC=1C(=NC(=CC1O)Br)Br